O[C@H]1C([C@@H]([C@H]2CO[C@@H]1O2)OC)=O (1R,2R,4R,5R)-4-hydroxy-2-methoxy-6,8-dioxabicyclo[3.2.1]-octan-3-one